trimethylolisopropyl-methane C(O)C(C(C)C)(CO)CO